5-(2-chloro-5-(isobutyrylaminomethyl)benzoylamino)-1-(2,2,2-trifluoroethyl)-N-(4-(trifluoromethoxy)benzyl)-1H-indole-2-carboxamide ClC1=C(C(=O)NC=2C=C3C=C(N(C3=CC2)CC(F)(F)F)C(=O)NCC2=CC=C(C=C2)OC(F)(F)F)C=C(C=C1)CNC(C(C)C)=O